FC(CN1CCC(CC1)NC1=CC(=NC=N1)C(=O)C1=NC=NC(=C1)NC1CCN(CC1)CC(F)(F)F)(F)F (6-((1-(2,2,2-trifluoroethyl)piperidin-4-yl)amino)pyrimidin-4-yl)ketone